C(C)C=1C(=CC=C2C=C(C=C(C12)C=O)OCOC)F 8-ethyl-7-fluoro-3-(methoxymethoxy)-1-naphthaldehyde